4-(3-(4,4,5,5-tetramethyl-1,3,2-dioxaborolan-2-yl)phenyl)pyridazine CC1(OB(OC1(C)C)C=1C=C(C=CC1)C1=CN=NC=C1)C